C(C=C)(=O)N1C(CC(CC1)N1C=NC=2C(=NC=3C(=C(C(=CC3C21)Cl)C2=C(C(=CC=C2)C)C)F)OC[C@H]2N(CCC2)C)CC#N 2-(1-acryloyl-4-(8-chloro-7-(2,3-dimethylphenyl)-6-fluoro-4-(((S)-1-methyl-pyrrolidin-2-yl)methoxy)-1H-imidazo[4,5-c]quinolin-1-yl)piperidin-2-yl)acetonitrile